NC12C(OC3=C1C=CC(=C3)OC(F)(F)F)(C3=C(C=CC=C3C2=O)[N+](=O)[O-])O 9b-amino-4b-hydroxy-4-nitro-7-(trifluoromethoxy)-4b,9b-dihydro-10H-indeno[1,2-b]benzofuran-10-one